trithiazole S1SSN=C1